tert-butyl-4-{[(3R,4R)-4-fluoropiperidin-3-yl]amino}-6-[4-(2-hydroxy-2-methylpropyloxy)phenyl]pyrido[3,2-d]pyrimidine-8-carboxamide C(C)(C)(C)C=1N=C(C2=C(N1)C(=CC(=N2)C2=CC=C(C=C2)OCC(C)(C)O)C(=O)N)N[C@@H]2CNCC[C@H]2F